2-bromo-4,5-dimethoxy-benzoyl chloride BrC1=C(C(=O)Cl)C=C(C(=C1)OC)OC